OC=1C=C(C=NC1)C(=O)N1CC2(CCC2)[C@@H](C1)C1=CC=CC=C1 (S)-(5-hydroxypyridin-3-yl)(8-phenyl-6-azaspiro[3.4]octan-6-yl)methanone